tetrahydro-1H-oxazolo[3,4-a]pyrazin-3(5H)-one C1OC(N2C1CNCC2)=O